tert-butyl rac-(4S)-5-amino-4-[4-[[6-(1-cyclopropylpyrazol-4-yl)-1-methyl-2-oxo-3,4-dihydroquinolin-7-yl] amino]-1,3-dioxo-isoindolin-2-yl]-5-oxo-pentanoate NC([C@H](CCC(=O)OC(C)(C)C)N1C(C2=CC=CC(=C2C1=O)NC1=C(C=C2CCC(N(C2=C1)C)=O)C=1C=NN(C1)C1CC1)=O)=O |r|